CC(C)(C)OC(=O)N1CCCC(C1)C(=O)O N-Boc-nipecotic acid